OC(C(=O)O)C(C(=O)O)O.N1(N=NC=C1)CCCCC1=CC=C(OCC=2C=CC(=NC2)C2=CC=C(C=C2)C(F)(F)F)C=C1 5-((4-(4-(1H-1,2,3-triazol-1-yl)butyl)phenoxy)methyl)-2-(4-(trifluoromethyl)phenyl)pyridine 2,3,4-trihydroxy-4-oxobutyrate